(E)-N,N-dibenzyl-4-(2-bromophenyl)-1,1-dimethoxybut-3-en-2-amine C(C1=CC=CC=C1)N(C(C(OC)OC)\C=C\C1=C(C=CC=C1)Br)CC1=CC=CC=C1